[Si](C)(C)(C(C)(C)C)OCCCOC1=C(C=CC(=C1)C(=O)OC)[C@H]1N(CC[C@@H](C1)OCC#C)C(=O)OC(C)(C)C tert-butyl (2S,4S)-2-(2-(3-((tert-butyldimethylsilyl)oxy)propoxy)-4-(methoxycarbonyl)phenyl)-4-(prop-2-yn-1-yloxy)piperidine-1-carboxylate